FC1(CC2CCCC(C1)N2)F 3,3-Difluoro-9-azabicyclo[3.3.1]nonane